CN1N=C(C(=C1C)O)C1=C(C=CC=C1)C(C)C 1,5-Dimethyl-3-(2-isopropylphenyl)-pyrazol-4-ol